NC1=NC=C2N(C(N(C2=N1)[C@@H]1O[C@@H]([C@H]([C@H]1O)F)CO)=O)CC1(CC1)C#N ((2-amino-9-((2R,3S,4S,5R)-4-fluoro-3-hydroxy-5-(hydroxymethyl)tetrahydrofuran-2-yl)-8-oxo-8,9-dihydro-7H-purin-7-yl)methyl)cyclopropane-1-carbonitrile